ClC1=NC(=C(C(=N1)Cl)OCCN)OCCC1=CNC2=CC(=CC=C12)F 2-(2,4-dichloro-6-[2-(6-fluoro-1H-indol-3-yl)ethoxy]pyrimidin-5-yl)oxyethanamine